CC([C@H](COP(=O)(O)O)COCC1=CC=CC=C1)OCCCCCCCCCCCCCCCC.C(=O)(OC(C)(C)C)N1C[C@H](NCC1)CO (S)-1-BOC-3-hydroxymethyl-piperazine methyl-((S)-2-(benzyloxy)methyl-3-(hexadecyloxy)propyl)hydrogenphosphate